4-(4-acetamido-1-((5-methoxy-7-methyl-1H-indol-4-yl)methyl)piperidin-2-yl)benzoic acid C(C)(=O)NC1CC(N(CC1)CC1=C2C=CNC2=C(C=C1OC)C)C1=CC=C(C(=O)O)C=C1